C(C)(C)(C)NC(NC1=CC2=C(N(C(C(O2)C)=O)CC2=CC(=CC=C2)Cl)C=C1)=O 3-tert-butyl-1-{4-[(3-chlorophenyl)methyl]-2-methyl-3-oxo-2H-1,4-benzoxazin-7-yl}urea